aminoarsonic acid N[As](O)(O)=O